N[C@@H]1CN(CCC1)C1=CC(=NC=C1C=1C=NN(C1)C1CNC1)NC1=NC(=NC=C1)C1=C(C=CC=C1OC)F (S)-N-(4-(3-aminopiperidin-1-yl)-5-(1-(azetidin-3-yl)-1H-pyrazol-4-yl)pyridin-2-yl)-2-(2-fluoro-6-methoxyphenyl)pyrimidin-4-amine